4-(4-((1R,5S)-3,8-diazabicyclo[3.2.1]octan-3-yl)-2-(((2R,7aS)-2-fluorotetrahydro-1H-pyrrolizin-7a(5H)-yl)methoxy)pyrido[3,2-d]pyrimidin-7-yl)-5-ethyl-6-fluoronaphthalen-2-ol [C@H]12CN(C[C@H](CC1)N2)C=2C1=C(N=C(N2)OC[C@]23CCCN3C[C@@H](C2)F)C=C(C=N1)C1=CC(=CC2=CC=C(C(=C12)CC)F)O